O=C1NC(=CC=C1N1C(NC(CC1)=O)=O)C1CCNCC1 1-[2-oxo-6-(4-piperidyl)-1H-pyridin-3-yl]hexahydropyrimidine-2,4-dione